ClC1=CC(=C(CC2=CC=CC(=N2)C(C2CCN(CC2)C(=O)OC(C)(C)C)(F)F)C=C1)F tert-butyl 4-((6-(4-chloro-2-fluorobenzyl)pyridin-2-yl)difluoromethyl)piperidine-1-carboxylate